1-butyl-3-propyl-imidazole iodide [I-].C(CCC)N1CN(C=C1)CCC